N-(4-methoxy-phenyl-ethyl)-glycine COC1=CC=C(C=C1)CCNCC(=O)O